1-(2-(dimethylamino)ethyl)-N4-(5-fluoro-4-(1-methyl-1H-indol-3-yl)pyrimidin-2-yl)-N1-methylbenzene-1,2,4-triamine CN(CCC1(C(C=C(C=C1)NC1=NC=C(C(=N1)C1=CN(C2=CC=CC=C12)C)F)N)NC)C